N-[(6-Amino-2-pyridyl)sulfonyl]-2-(7-azaspiro[2.4]heptan-7-yl)-6-(3-fluoro-5-isobutoxyphenyl)pyridin-3-carboxamid NC1=CC=CC(=N1)S(=O)(=O)NC(=O)C=1C(=NC(=CC1)C1=CC(=CC(=C1)OCC(C)C)F)N1CCCC12CC2